(4-(4-Benzylpiperazin-1-yl)butoxy)-5,6-dihydro-1H-pyrrolo[3,2,1-ij]quinolin-4(2H)-one C(C1=CC=CC=C1)N1CCN(CC1)CCCCOC1CN2C(CCC3=CC=CC1=C23)=O